C(C)C1=NOC(=C1)C1=CC=C(C=C1)C 3-Ethyl-5-(4-methylphenyl)-1,2-oxazole